ClC1=CC(=C(N=N1)OC(C)C)NCC1CCN(CC1)C(=O)OC(C)(C)C tert-butyl 4-((6-chloro-3-isopropoxypyridazin-4-ylamino)methyl)piperidine-1-carboxylate